Cl.OC=1C=C2C=CN(C(C2=CC1C=1N=NC(=CC1)N(C1CC(NC(C1)(C)C)(C)C)C)=O)C 6-hydroxy-2-methyl-7-(6-(methyl(2,2,6,6-tetramethylpiperidin-4-yl)amino)pyridazin-3-yl)isoquinolin-1(2H)-one hydrochloride salt